2-(3-phenylpropionylamino)glutaramide (3-hydrazino-2,2-dimethyl-propyl)benzoate N(N)CC(COC(C1=CC=CC=C1)=O)(C)C.C1(=CC=CC=C1)CCC(=O)NC(C(=O)N)CCC(=O)N